(5-{3-amino-5-[4-(trifluoromethoxy)benzene-1-sulfonyl]pyridin-2-yl}1,3,4-oxadiazol-2-yl)methyl (2S)-2-amino-3-methylbutanoate N[C@H](C(=O)OCC=1OC(=NN1)C1=NC=C(C=C1N)S(=O)(=O)C1=CC=C(C=C1)OC(F)(F)F)C(C)C